γ-Acryloylpropyltrimethoxysilane C(C=C)(=O)CCC[Si](OC)(OC)OC